C1(CC1)CN1CC[C@]23CCN(CC[C@]2([C@H]1CC1=CC=C(C=C13)O)O)[C@H]1C[C@@H](CC1)N1N=CC(=C1)C (5aS,6R,11bS)-14-(cyclopropylmethyl)-3-((1R,3R)-3-(4-methyl-1H-pyrazol-1-yl)cyclopentyl)-2,3,4,5,6,7-hexahydro-6,11b-(epiminoethano)naphtho[1,2-d]azepine-5a,10(1H)-diol